6-(10-methoxy-5H-dibenzo[b,f]azepin-5-yl)-2-(tricosan-12-yl)-1H-benzo[de]isoquinoline-1,3(2H)-dione COC1=CC2=C(N(C3=C1C=CC=C3)C=3C=CC=1C(N(C(C4=CC=CC3C14)=O)C(CCCCCCCCCCC)CCCCCCCCCCC)=O)C=CC=C2